C1(C=CC(N1C(COC1C(=O)N(C(C1)=O)O)C)=O)=O (β-maleimidopropyloxy)-N-hydroxysuccinimide